BrC1=CC=CC(=N1)N1C=NN(CC1)C=O 4-(6-bromopyridine-2-yl)-5,6-dihydro-1,2,4-triazine-1(4H)-carbaldehyde